1-butyryl-imidazole C(CCC)(=O)N1C=NC=C1